1-(2-{9-[(2R,3R,4S,5R)-3,4-Dihydroxy-5-(hydroxymethyl)tetrahydrofur-2-yl]-N-adenineyl}-2-oxoethylamino)-2-amino-1-ethanone O[C@H]1[C@@H](O[C@@H]([C@H]1O)CO)N1C2=NC=NC(=C2N=C1)NC(CNC(CN)=O)=O